2-(2-amino-6-bromo-purin-9-yl)ethoxymethylphosphonic acid NC1=NC(=C2N=CN(C2=N1)CCOCP(O)(O)=O)Br